C(CC)C1=C(C=CC=C1)C1=CC=CC=C1 2'-propylbiphenyl